COC1=C(C=C(C(=O)O)C=C1)NS(=O)(=O)CC1=CC=CC=C1 4-methoxy-3-((phenylmethyl)sulfonamido)benzoic acid